5-amino-1,3-dihydro-benzimidazole-2-thione NC1=CC2=C(NC(N2)=S)C=C1